(2R)-N-((S)-(3-chloro-4-fluorophenyl)(trans-1,1-difluorospiro[2.5]octan-6-yl)methyl)-2-methyl-3-oxopiperazine-1-carboxamide ClC=1C=C(C=CC1F)[C@@H](NC(=O)N1[C@@H](C(NCC1)=O)C)C1CCC2(CC2(F)F)CC1